5-[(1-Benzylpyrrolidin-2-yl)methyl]-2-{8-methyl-[1,2,4]triazolo[1,5-a]pyridin-6-yl}-3-(prop-2-yl)-1H-indole C(C1=CC=CC=C1)N1C(CCC1)CC=1C=C2C(=C(NC2=CC1)C=1C=C(C=2N(C1)N=CN2)C)C(C)C